C(C1=CC=CC=C1)N(C1N(C=2C=CC=C3C2C1=CC1=CC=CC=C13)C)C N-benzyl-N,4-dimethyl-4,5-dihydronaphtho[3,2,1-cd]indol-5-amine